2-amino-N,N-dimethyl-3-phenylpropionamide NC(C(=O)N(C)C)CC1=CC=CC=C1